4-chloro-2-methyl-6-(1-methyl-3-(trifluoromethyl)pyrrolidin-3-yl)-2,6-dihydropyrido[3,4-d]pyridazine-1,7-dione ClC1=NN(C(C=2C1=CN(C(C2)=O)C2(CN(CC2)C)C(F)(F)F)=O)C